TRANS-3-METHYL-CYCLOBUTANEACETIC ACID C[C@@H]1C[C@H](C1)CC(=O)O